3,5,7-TRIMETHYLOCTYL ACETATE C(C)(=O)OCCC(CC(CC(C)C)C)C